CC1=NC2=C(C=CC=C2NC(=O)C3=CC=C(C=C3)OC(C)C)C=C1 The molecule is a secondary carboxamide resulting from the formal condensation of the carboxy group of 4-isopropoxybenzoic acid with the primary amino group of 2-methylquinolin-8-amine. An allosteric activator of sarco/endoplasmic reticulum Ca(2+)-ATPase (SERCA). It has a role as a SERCA activator. It is a member of quinolines, a secondary carboxamide and an aromatic ether.